[Br-].C(C)(=O)NC[C@H]1CN(C(O1)=O)C1=CC(=C(C=C1)C1=CC=[N+](C=C1)CC1=CC2=CC=CC=C2C=C1)F (S)-4-{4-[5-(acetamidomethyl)-2-oxooxazolidin-3-yl]-2-fluorophenyl}-1-(naphthalen-2-ylmethyl)pyridin-1-ium bromide